4-((4-Cyclopropyl-5-fluoro-2-(N-methylmethanesulfonamido)phenyl)amino)-N-ethoxy-6-((4-methylthiazole-2-yl)amino)nicotinamide C1(CC1)C1=CC(=C(C=C1F)NC1=CC(=NC=C1C(=O)NOCC)NC=1SC=C(N1)C)N(S(=O)(=O)C)C